FC=1C=CC(=NC1)NC1=C(C(=O)NC)C(=CC=N1)NC1=C(C(=CC=C1)C(F)(F)F)OC ((5-Fluoropyridin-2-yl)amino)-4-((2-methoxy-3-(trifluoromethyl)phenyl)amino)-N-methylnicotinamide